7-Fluoro-1-(2-{6-[4-(1H-imidazol-4-yl)-3-methoxy-phenyl]-pyrimidin-4-ylamino}-ethyl)-4-methoxy-1H-indol-2-carbonitril FC=1C=CC(=C2C=C(N(C12)CCNC1=NC=NC(=C1)C1=CC(=C(C=C1)C=1N=CNC1)OC)C#N)OC